COC(C1=CC=C(C=C1)Cl)=O 4-chlorobenzoyl methyl ether